3-fluoro-4-(3-(2-(2-aminoacetyl)-1,2,3,4-tetrahydroisoquinolin-7-yl)-6-oxo-1H-pyrazolo[4,3-c]pyridazin-5(6H)-yl)-5-methylbenzonitrile hydrochloride Cl.FC=1C=C(C#N)C=C(C1N1N=C2C(=CC1=O)NN=C2C2=CC=C1CCN(CC1=C2)C(CN)=O)C